6-(2-ethoxy-3-pyridinyl)-3-isopropyl-N-[(4-methoxyphenyl)methyl]-1-methyl-pyrazolo[3,4-b]Pyridin-4-amine C(C)OC1=NC=CC=C1C=1C=C(C2=C(N1)N(N=C2C(C)C)C)NCC2=CC=C(C=C2)OC